COC1=CC=2C3=C(C(=NC2C=C1OCCCN1CCCC1)NC)CC(OC3)(C)C 9-methoxy-N,3,3-trimethyl-8-(3-(pyrrolidin-1-yl)propoxy)-3,4-dihydro-1H-pyrano[4,3-c]quinolin-5-amine